CC=1SC=CC1 2-Methylthiophen